FC=1C=C2C=C(C(OC2=CC1O)=O)C(=O)ON1C(CCC1=O)=O 2,5-Dioxopyrrolidin-1-yl 6-fluoro-7-hydroxy-2-oxo-2H-chromene-3-carboxylate